BrC1=NN(C(=C1)C(=O)NC1=C(C(=O)N[C@@H](CC2=C(C=CC=C2)C)C(=O)O)C=C(C=C1C)Cl)C1=NC=CC=C1Cl (2-(3-bromo-1-(3-chloropyridin-2-yl)-1H-pyrazole-5-carboxamido)-5-chloro-3-methylbenzoyl)-2-methylphenylalanine